margaric acid anion C(CCCCCCCCCCCCCCCC)(=O)[O-]